(R)-3-(1-(7-bromo-4-oxoquinazolin-3(4H)-yl)ethyl)-N-methylbenzamide BrC1=CC=C2C(N(C=NC2=C1)[C@H](C)C=1C=C(C(=O)NC)C=CC1)=O